ethyl 3-hydroxy-1H-pyrazole-4-carboxylate OC1=NNC=C1C(=O)OCC